1-(4-(3-Amino-1H-indazol-5-yl)pyridin-2-yl)-3-(3-fluorophenyl)urea NC1=NNC2=CC=C(C=C12)C1=CC(=NC=C1)NC(=O)NC1=CC(=CC=C1)F